CC1=C(C=CC=C1NC(=O)C1=CC=C(C=N1)C1=NCCC(N1)C(=O)O)C1=C(C(=CC=C1)NC(=O)C1=CC=C(C=N1)C1=NCCC(N1)C(=O)O)C 2,2'-((((2,2'-dimethyl-[1,1'-biphenyl]-3,3'-diyl)bis(azanediyl))bis(carbonyl))bis(pyridine-6,3-diyl))bis(3,4,5,6-tetrahydropyrimidine-4-carboxylic acid)